(Z)-3-(2-(2-cyano-3-(thiazol-2-yl)acryloyl)-1-methyl-1,2,3,4-tetrahydroisoquinolin-7-yl)propanoic acid C(#N)/C(/C(=O)N1C(C2=CC(=CC=C2CC1)CCC(=O)O)C)=C/C=1SC=CN1